N-(2-(4-(tert-butyl)-1H-imidazol-1-yl)-4-ethoxyquinolin-6-yl)oxetan-3-carboxamide C(C)(C)(C)C=1N=CN(C1)C1=NC2=CC=C(C=C2C(=C1)OCC)NC(=O)C1COC1